2-(azepan-1-yl)-N-(1,1-dioxo-2,3-dihydro-1,2-benzothiazol-6-yl)-5-(trifluoromethyl)-pyridine-3-carboxamide N1(CCCCCC1)C1=NC=C(C=C1C(=O)NC1=CC2=C(CNS2(=O)=O)C=C1)C(F)(F)F